6-(isopropyl(methyl)amino)-4-((methylamino)methyl)-2,3-dihydro-1H-pyrrolo[3,4-c]pyridine C(C)(C)N(C1=CC2=C(C(=N1)CNC)CNC2)C